N-((S)-2-((5-(1,4-dimethyl-1H-1,2,3-triazol-5-yl)pyridin-2-yl)amino)-1-((1r,4S)-4-methylcyclohexyl)-2-oxoethyl)-3-methylisoxazole-4-carboxamide CN1N=NC(=C1C=1C=CC(=NC1)NC([C@H](C1CCC(CC1)C)NC(=O)C=1C(=NOC1)C)=O)C